tertbutyl-ammonium tetrafluoroborate F[B-](F)(F)F.C(C)(C)(C)[NH3+]